N1C=CC=2C1=NC=CC2CN2CC1=C(CC2)C(=CS1)C(=O)NC1=CC(=CC=C1)C(F)(F)F 6-((1H-pyrrolo[2,3-b]pyridin-4-yl)methyl)-N-(3-(trifluoromethyl)phenyl)-4,5,6,7-tetrahydrothieno[2,3-c]pyridine-3-carboxamide